C1(CC1)C1=C(C(=NO1)C1=C(C=CC=C1Cl)Cl)C1=CC2(C1)CCN(CC2)C2=NC=CC(=N2)C(F)(F)F 2-(2-(5-Cyclopropyl-3-(2,6-dichlorophenyl)isoxazol-4-yl)-7-azaspiro[3.5]non-1-en-7-yl)-4-(trifluoromethyl)pyrimidin